CN(CCCCC(=O)OCCOCCOCCOCCOCC(COCCCCCCCC(=O)OC(CCCCCCCC)CCCCCCCC)OCCCCCCCC(=O)OC(CCCCCCCC)CCCCCCCC)C 1-octylnonyl 8-[3-[2-[2-[2-[2-[5-(dimethylamino)pentanoyloxy]ethoxy]ethoxy]ethoxy]ethoxy]-2-[8-(1-octylnonoxy)-8-oxo-octoxy]propoxy]octanoate